NCC1=C(C=CC=C1)CC(=O)O 2-(aminomethyl)phenylacetic acid